[S-2].[Cd+2].[Tl+].[Zn+2].[Pb+2] lead-zinc thallium cadmium sulfide